(R)-2-methoxy-1-(3-methyl-4-(2-((5-(5-methyl-1H-pyrazol-4-yl)thiazolo[5,4-b]pyridin-2-yl)amino)pyridin-4-yl)piperazin-1-yl)ethanone COCC(=O)N1C[C@H](N(CC1)C1=CC(=NC=C1)NC=1SC2=NC(=CC=C2N1)C=1C=NNC1C)C